ClC1=C(C=CC(=C1)OC1=CC=C(C=C1)Cl)CC 1-(2-chloro-4-(4-chlorophenoxy)phenyl)ethane